NC1=NN2C(N=C(C=C2)C=2C=C3CN(C(C3=C(C2)NS(=O)(=O)C)=O)[C@@H](C)C2CC2)=C1C(=O)N[C@@H](CO)C(C)C 2-amino-5-{2-[(1S)-1-cyclopropylethyl]-7-methanesulfonamido-1-oxo-2,3-dihydro-1H-isoindol-5-yl}-N-[(2R)-1-hydroxy-3-methylbut-2-yl]pyrazolo[1,5-a]pyrimidine-3-carboxamide